6-(1H-pyrazol-4-yl)-1H-imidazo[4,5-b]pyrazine N1N=CC(=C1)C1=CN=C2C(=N1)NC=N2